FC1=C(CNC2=NC(=NC=C2C(=O)N)NC=2C=NN(C2)CCO)C(=CC=C1C)F 4-((2,6-difluoro-3-methylbenzyl)amino)-2-((1-(2-hydroxyethyl)-1H-pyrazol-4-yl)amino)pyrimidin-5-carboxamide